(Z)-3-(3-(3,5-bis(trifluoromethyl)phenyl)-1H-1,2,4-triazol-1-yl)-N-(2-oxopiperazin-1-yl)acrylamide FC(C=1C=C(C=C(C1)C(F)(F)F)C1=NN(C=N1)\C=C/C(=O)NN1C(CNCC1)=O)(F)F